OC1=C(C=CC=C1)C=1SC2=C(N1)C(=CC=C2)[Zn]C2=CC=CC1=C2N=C(S1)C1=C(C=CC=C1)O bis[2-(2-hydroxyphenyl)benzothiazolyl]Zinc